C(C1=CC=CC=C1)N1C[C@H]([C@@H](CC1)O)C |r| (+/-)-(trans)-1-benzyl-3-methylpiperidin-4-ol